N-(4-ethylthiazol-5-yl)-7-methoxy-2-(tetrahydro-2H-pyran-4-yl)imidazo[1,2-a]pyridine-6-carboxamide C(C)C=1N=CSC1NC(=O)C=1C(=CC=2N(C1)C=C(N2)C2CCOCC2)OC